Cl[C@H](C(=O)O)F (2R)-2-chloro-2-fluoro-acetic acid